CONC1=C2NC=NC2=NC=N1 N-methoxy-7H-purine-6-amine